CC1(OC=2C(=NC=C(C2)C(C)O)OC1)C 1-(2,2-dimethyl-2,3-dihydro-[1,4]dioxino[2,3-b]pyridin-7-yl)ethan-1-ol